methyl (2R,3R)-2-amino-3-(tert-butoxycarbonylamino)-3-phenyl-propanoate N[C@@H](C(=O)OC)[C@@H](C1=CC=CC=C1)NC(=O)OC(C)(C)C